3-(4-fluorophenyl)-1-methyl-4-(1H-pyrrolo[2,3-b]pyridin-4-yl)-1H-pyrrole-2-carbonitrile FC1=CC=C(C=C1)C1=C(N(C=C1C1=C2C(=NC=C1)NC=C2)C)C#N